N-Nitroso-N-phenylhydroxylamine Aluminum Salt [Al].N(=O)N(O)C1=CC=CC=C1